methyl 3-bromo-6-(chlorosulfonyl)-2-fluorobenzoate BrC=1C(=C(C(=O)OC)C(=CC1)S(=O)(=O)Cl)F